OC1=CC=C(C=C1)CC=O 4-hydroxy-phenylacetaldehyde